FN1C=NC2=C(C1(N)C1=C(C=CC=C1)OC1=NC=CC(=N1)C)C=CN2C 3-fluoro-4-[(4-methylpyrimidin-2-yl)oxylphenyl]-7-methyl-7H-pyrrolo[2,3-d]pyrimidin-4-amine